7-methyl-3,4-dihydro-1H-isoquinoline-2-carboxylic acid tert-butyl ester C(C)(C)(C)OC(=O)N1CC2=CC(=CC=C2CC1)C